BrC1=C2C(=NNC2=CC=C1C)C 4-bromo-3,5-dimethyl-1H-indazole